4-(diethylphosphono)butyric acid C(C)OP(=O)(OCC)CCCC(=O)O